(4-cyclohexyl-methyleneoxyethyl)-methyl glutarate C1(CCCC(=O)OCCC(OCO1)C1CCCCC1)=O